N-(2-CHLORO-7-((6AR,8R,9S,9AR)-9-FLUORO-2,2,4,4-TETRAISOPROPYLTETRAHYDRO-6H-FURO[3,2-F][1,3,5,2,4]TRIOXADISILOCIN-8-YL)-7H-PYRROLO[2,3-D]PYRIMIDIN-4-YL)DODECANAMIDE ClC=1N=C(C2=C(N1)N(C=C2)[C@H]2[C@H]([C@@H]1O[Si](O[Si](OC[C@H]1O2)(C(C)C)C(C)C)(C(C)C)C(C)C)F)NC(CCCCCCCCCCC)=O